N[C@@H](CC1=CNC=N1)C(=O)[O-] HISTIDINEAT